IC1=CN(C2=NC=C(C=C21)C2=CC=C(C=C2)CN2CCN(CC2)C)C(=O)OC(C)(C)C tert-Butyl 3-iodo-5-(4-((4-methylpiperazin-1-yl)methyl)phenyl)-1H-pyrrolo[2,3-b]pyridine-1-carboxylate